ClC12C(CC3=CC=C(C=C13)F)(CC=1C=CC(=CC12)F)Cl 4b,9a-dichloro-3,6-difluoro-4b,9,9a,10-tetrahydroindeno[1,2-a]indene